1,2-bis(trifluoromethyl)-1,2-ethanedithiol FC(C(C(S)C(F)(F)F)S)(F)F